CC1(OC(OCC1)=O)C(=O)OCCOCC 4-methyl-4-(2-ethoxyethyloxycarbonyl)-1,3-dioxan-2-one